C1(=CC(=CC=C1)C1=NN(C=C1)CC=1C=CC(=NC1)C=C)C1=CC=CC=C1 5-((3-([1,1'-biphenyl]-3-yl)-1H-pyrazol-1-yl)methyl)-2-vinylpyridine